C(C1=CC=CC=C1)N(C(C(N)=O)=O)C(C)C1=NC=CC=C1 N'-benzyl-N'-[1-(2-pyridyl)ethyl]oxamide